tert-butyl (3S,4R)-4-[3-[1-(2,6-dioxo-3-piperidyl)-3-methyl-2-oxo-benzimidazol-4-yl] azetidin-1-yl]-3-fluoro-piperidine-1-carboxylate O=C1NC(CCC1N1C(N(C2=C1C=CC=C2C2CN(C2)[C@H]2[C@H](CN(CC2)C(=O)OC(C)(C)C)F)C)=O)=O